2,6-dibenzyl-1,3,5,7-tetrahydropyrrolo[3,4-f]Isoindole C(C1=CC=CC=C1)N1CC2=CC=3CN(CC3C=C2C1)CC1=CC=CC=C1